4-tertiary butyl-2,5-dimethyl-anisole C(C)(C)(C)C1=CC(=C(C=C1C)OC)C